3-(4-(3-(1H-Pyrazol-4-yl)piperidin-1-yl)pyrimidin-2-yl)-6-(difluoromethyl)imidazo[1,2-a]pyrazine N1N=CC(=C1)C1CN(CCC1)C1=NC(=NC=C1)C1=CN=C2N1C=C(N=C2)C(F)F